cobalt (III) tris(hexafluorophosphate) salt F[P-](F)(F)(F)(F)F.F[P-](F)(F)(F)(F)F.F[P-](F)(F)(F)(F)F.[Co+3]